trans-4-(3,4-Dihydroisoquinolin-2(1H)-yl)-1-(6-((4-(methylsulfonyl)phenyl)amino)pyrimidin-4-yl)piperidine C1N(CCC2=CC=CC=C12)C1CCN(CC1)C1=NC=NC(=C1)NC1=CC=C(C=C1)S(=O)(=O)C